6-(allyloxy)-3-nitro-5-(trifluoromethyl)pyridinecarboxylic acid methyl ester COC(=O)C1=NC(=C(C=C1[N+](=O)[O-])C(F)(F)F)OCC=C